1,3-benzodiazole-4-carboxylate N1C=NC2=C1C=CC=C2C(=O)[O-]